C(C)N(CC)CC1=CC=C(C=C1)NC(C1=CC(=C(C=C1)OC)I)=O N-(4-((diethylamino)methyl)phenyl)-3-iodo-4-methoxybenzamide